6-(1-piperidyl)-2,4-pyrimidinediamine N1(CCCCC1)C1=CC(=NC(=N1)N)N